N1(CCN(CC1)CCS(=O)(=O)O)CCS(=O)(=O)O 1,4-piperazinebis-ethanesulfonic acid